5-bromo-3-(1-methyl-1H-pyrazol-5-yl)-1-(tetrahydro-2H-pyran-2-yl)-1H-indazole BrC=1C=C2C(=NN(C2=CC1)C1OCCCC1)C1=CC=NN1C